methyl 2-amino-4-(cyclobutylamino)-6-fluorobenzoate NC1=C(C(=O)OC)C(=CC(=C1)NC1CCC1)F